4-(4-(4-(benzo[d]thiazol-5-yloxy)quinolin-6-yl)-3-fluorobenzyl)piperazin-2-one S1C=NC2=C1C=CC(=C2)OC2=CC=NC1=CC=C(C=C21)C2=C(C=C(CN1CC(NCC1)=O)C=C2)F